ClC1=CC2=C(C(NC=3CNCCC23)=O)C=C1 9-chloro-2,3,4,5-tetrahydro-1H-benzo[c][1,7]naphthyridin-6-one